N-BOC-alanine C(=O)(OC(C)(C)C)N[C@@H](C)C(=O)O